tert-butyl 2-(3-fluoropyridin-2-yl)-4-(((methylsulfonyl)oxy)methyl)pyrazoline-1-carboxylate FC=1C(=NC=CC1)N1N(CC(=C1)COS(=O)(=O)C)C(=O)OC(C)(C)C